COC1=CC=C(C=C1)C1=CC(=NN1)NC1=CC=C(C=C1)NC(C)=O N-(4-((5-(4-methoxyphenyl)-1H-pyrazol-3-yl)amino)phenyl)acetamide